FC=1C=C(C=CC1OC)C(CC(=O)O)C1CC2(CN(C2)CCC2=NC=3NCCCC3C=C2)C1 3-(3-fluoro-4-methoxyphenyl)-3-(2-(2-(5,6,7,8-tetrahydro-1,8-naphthyridin-2-yl)ethyl)-2-azaspiro[3.3]hept-6-yl)propionic acid